3-acetoxyl-4-iodobenzoate O(C(=O)C)C=1C=C(C(=O)[O-])C=CC1I